2-fluoro-5-methoxy-N-methyl-4-nitro-benzamide FC1=C(C(=O)NC)C=C(C(=C1)[N+](=O)[O-])OC